FC1=C(NC=2N(C(C(=CC2C(=O)N)CC2=C(C(=NC=C2)NS(NCCOC)(=O)=O)F)=O)C)C=CC(=C1)I 2-(2-Fluoro-4-iodoanilino)-5-[[3-Fluoro-2-(2-methoxyethylsulfamoylamino)pyridine-4-yl]methyl]-1-methyl-6-oxopyridine-3-Carboxamide